ClC1=NC(=C2N(C(N(C2=N1)CC1=CC=C(C=C1)C=1N(C=C(N1)C(F)(F)F)C)=N)C)C1=NC=CC=C1 2-chloro-7-methyl-9-(4-(1-methyl-4-(trifluoromethyl)-1H-imidazol-2-yl)benzyl)-6-(pyridin-2-yl)-7,9-dihydro-8H-purin-8-imine